NCCCCCCNC1=C2C(C(C(C2=CC=C1)=O)C1C(NC(CC1)=O)=O)=O 3-(4-((6-aminohexyl)amino)-1,3-dioxo-1H-inden-2-yl)piperidine-2,6-dione